1-(2-chloro-5-methylpyrimidin-4-yl)-2-methyl-1H-imidazole-4-carboxylic acid ClC1=NC=C(C(=N1)N1C(=NC(=C1)C(=O)O)C)C